O[C@@](C=1C=C(C=CC1)N1C(C2=CC(=CC(=C2C1)C(F)(F)F)CNC1(CCC1)C)=O)(C1=CC=CC=C1)C1=NN=CN1C (R)-2-(3-(hydroxy(4-methyl-4H-1,2,4-triazol-3-yl)(phenyl)methyl)phenyl)-6-(((1-methylcyclobutyl)amino)methyl)-4-(trifluoro-methyl)isoindolin-1-one